4-[(carbamoylmethyl)amino]piperidine-1-carboxylic acid benzyl ester C(C1=CC=CC=C1)OC(=O)N1CCC(CC1)NCC(N)=O